N-[5-[4-[[5-(4-methylpiperazin-1-yl)pyrimidin-2-yl]amino]cyclohexoxy]-7-morpholino-1,6-naphthyridin-3-yl]methanesulfonamide CN1CCN(CC1)C=1C=NC(=NC1)NC1CCC(CC1)OC1=C2C=C(C=NC2=CC(=N1)N1CCOCC1)NS(=O)(=O)C